FC1=C(C(=O)N2C(C(CCC2)C(=O)NC2=CC(=C(C=C2)C)C(F)(F)F)C2CCC3(CCOC3)CC2)C(=CC=C1)C (2-fluoro-6-methyl-benzoyl)-N-[4-methyl-3-(trifluoromethyl)phenyl]-2-(2-oxaspiro[4.5]decan-8-yl)piperidine-3-carboxamide